thioglycolic acid calcium [Ca].C(CS)(=O)O